4-[(2,5-dichlorophenyl)azo]-N-(2,5-dimethoxyphenyl)-3-hydroxy-2-naphthamide ClC1=C(C=C(C=C1)Cl)N=NC1=C(C(=CC2=CC=CC=C12)C(=O)NC1=C(C=CC(=C1)OC)OC)O